C1(=CC=CC=C1)N1N=CC(=C1)NC(OC(C)(C)C)=O tert-butyl (1-phenyl-1H-pyrazol-4-yl)carbamate